7-chloro-9,9-diphenyl-9H-tribenzo[b,d,f]silepine ClC=1C=CC2=C([Si](C3=C(C4=C2C=CC=C4)C=CC=C3)(C3=CC=CC=C3)C3=CC=CC=C3)C1